(S)-N-(4-(3-aminopiperidin-1-yl)-5-(1-(difluoromethyl)-1H-pyrazol-4-yl)pyridin-2-yl)-1-(2-fluoroethyl)-1H-pyrazolo[3,4-b]pyridin-6-amine N[C@@H]1CN(CCC1)C1=CC(=NC=C1C=1C=NN(C1)C(F)F)NC1=CC=C2C(=N1)N(N=C2)CCF